CCCCCCCC/C=C\\CCCCCCCCCCO The molecule is a fatty alcohol 20:1 that is icosanol containing a double bond located at position 11 (the 11Z-geoisomer). It is a fatty alcohol 20:1 and a primary alcohol.